CN1N=C2C=NC(=CC2=C1)C=O 2-methyl-2H-pyrazolo[3,4-c]Pyridine-5-carbaldehyde